2-methyl-N-[3-chloro-4-[4-[2-(dimethylamino)acetyl]piperazine-1-carbonyl]phenyl]-5-(2,3-difluoro-4-methoxy-phenyl)-imidazole-2-carboxamide CC1(N=C(C=N1)C1=C(C(=C(C=C1)OC)F)F)C(=O)NC1=CC(=C(C=C1)C(=O)N1CCN(CC1)C(CN(C)C)=O)Cl